5-((2R,3S,4S,5R)-4,5-dimethyl-2-(6-methyl-4-oxo-1,4-dihydropyridin-2-yl)-5-(trifluoromethyl)tetrahydrofuran-3-yl)-2,3-difluoro-4-methoxybenzenesulfonic acid C[C@H]1[C@H]([C@@H](O[C@]1(C(F)(F)F)C)C=1NC(=CC(C1)=O)C)C=1C(=C(C(=C(C1)S(=O)(=O)O)F)F)OC